1-((R)-3-(4-amino-3-(2-fluoro-4-(3-fluorophenoxy)phenyl)-1H-pyrazolo[3,4-d]pyrimidin-1-yl)pyrrolidin-1-yl)but-2-yn-1-one NC1=C2C(=NC=N1)N(N=C2C2=C(C=C(C=C2)OC2=CC(=CC=C2)F)F)[C@H]2CN(CC2)C(C#CC)=O